BrC1=NC(=CC=C1OC(C)C=1C=C(C=C2C(N(C(=NC12)C1CCOCC1)C1CC1)=O)F)Cl 8-(1-((2-bromo-6-chloropyridin-3-yl)oxy)ethyl)-3-cyclopropyl-6-fluoro-2-(tetrahydro-2H-pyran-4-yl)quinazolin-4(3H)-one